2-chloro-1-cyclobutoxy-4-nitrobenzene ClC1=C(C=CC(=C1)[N+](=O)[O-])OC1CCC1